Acryloylmethyl-dimethyl-ammonium taurate NCCS(=O)(=O)[O-].C(C=C)(=O)[N+](C)(C)C